NC1=C(C(=CC(=C1)N(CC)CC)N)O 2,6-diamino-4-(diethylamino)phenol